methyl 5,5-dimethyl-7-oxo-4,6-dihydrobenzothiophene-6-carboxylate CC1(C(C(C2=C(C=CS2)C1)=O)C(=O)OC)C